C(C1=C(C(=CC(=C1)C(C)(C)C)C(C)(C)C)O)C1=C(C(=CC(=C1)C(C)(C)C)C(C)(C)C)O 2,2'-methylene-bis(4,6-di-tert-butylphenol)